2,6-di-t-butyl-4-(2-hydroxybenzylidene)cyclohexa-2,5-dien-1-one C(C)(C)(C)C=1C(C(=CC(C1)=CC1=C(C=CC=C1)O)C(C)(C)C)=O